5-methyl-2-p-tolyl-oxazol CC1=CN=C(O1)C1=CC=C(C=C1)C